propylsulfamic acid [5-(4-bromo-phenyl)-6-[2-(5-bromo-pyrimidin-2-yloxy)-ethoxy]-pyrimidin-4-yl]-amide BrC1=CC=C(C=C1)C=1C(=NC=NC1OCCOC1=NC=C(C=N1)Br)NS(NCCC)(=O)=O